4-(5-nitro-1H-indol-3-yl)thiazol-2-amine [N+](=O)([O-])C=1C=C2C(=CNC2=CC1)C=1N=C(SC1)N